3-(4-((2-(2-(2-(2-((R)-3-(4-amino-3-(4-phenoxyphenyl)-1H-pyrazolo[3,4-d]pyrimidin-1-yl)piperidin-1-yl)-2-oxoethoxy)ethoxy)ethoxy)ethyl)thio)-1-oxoisoindoline-2-yl)piperidine-2,6-dione NC1=C2C(=NC=N1)N(N=C2C2=CC=C(C=C2)OC2=CC=CC=C2)[C@H]2CN(CCC2)C(COCCOCCOCCSC2=C1CN(C(C1=CC=C2)=O)C2C(NC(CC2)=O)=O)=O